methyl-3-((4-(difluoromethoxy)-3-fluorobenzyl)oxy)-5-(3-(4-(pyrrolidin-1-yl)butyl)ureido)isothiazole 3-(1,1,1,3,5,5,5-heptamethyltrisiloxan-3-yl)propyl-methacrylate C[Si](O[Si](O[Si](C)(C)C)(C)CCCOC(C(=C)C)=O)(C)C.CC=1C(=NSC1NC(=O)NCCCCN1CCCC1)OCC1=CC(=C(C=C1)OC(F)F)F